1-butylcarbodiimide C(CCC)N=C=N